O1C2=C(OCC1)C=C(C=C2)[C@@H]2NCC[C@H]2NS(=O)(=O)C2CC2 N-(trans-2-(2,3-dihydrobenzo[b][1,4]dioxin-6-yl)pyrrolidin-3-yl)cyclopropanesulfonamide